NC=1C=C(C=CC1N)C1=CC(=CC=C1)C(=O)NCC1=CC=CC=C1 3',4'-diamino-N-benzyl-[1,1'-biphenyl]-3-formamide